[1-[(2-Chlorophenyl)methyl]-5-(1-methyl-1H-indazol-5-yl)-1H-pyrazol-3-yl]methanol ClC1=C(C=CC=C1)CN1N=C(C=C1C=1C=C2C=NN(C2=CC1)C)CO